1,3,3-trimethyl-2-oxabicyclo[2.1.1]hexan CC12OC(C(C1)C2)(C)C